(2S,3R,4S,5S)-5-(6-(benzylamino)-2-(5-chloropyridin-3-yl)-9H-purin-9-yl)-3,4-dihydroxyl-N-methylpyrrolidin-2-formamide C(C1=CC=CC=C1)NC1=C2N=CN(C2=NC(=N1)C=1C=NC=C(C1)Cl)[C@H]1[C@@H]([C@@H]([C@H](N1)C(=O)NC)O)O